CN1CC(C1)NC(=O)C1=NC=CN=C1 N-(1-methylazetidin-3-yl)pyrazine-2-carboxamide